(S)-8-bromo-9-methoxy-6-methyl-1,2,4,4a,5,6-hexahydro-3H-pyrazino[1,2-a]quinoxaline-3-carboxylic acid tert-butyl ester C(C)(C)(C)OC(=O)N1C[C@H]2N(C3=CC(=C(C=C3N(C2)C)Br)OC)CC1